S1C=NC=2C(=NC=CC21)[C@@H]2C[C@H](C2)O trans-3-thiazolo[4,5-c]pyridin-4-ylcyclobutanol